COC=1C=C2C=CN(C2=C(C1)C)C(=O)O.ClC1=C(C=2N=C(N=C(C2C(=N1)OC)N1CCCCC1)SC)F 7-chloro-8-fluoro-5-methoxy-2-methylsulfanyl-4-(1-piperidyl)pyrido[4,3-d]pyrimidine 5-methoxy-7-methyl-1H-indole-1-carboxylate